C(C=C)(=O)O.C(C=C)(=O)O.C(C=C)(=O)O.N(CCO)(CCO)CCO Triethanolamine triacrylate